BrC=1C2=C(C(=NC1)Cl)C(N(C2)C(=O)OC(C)(C)C)=O tert-butyl 7-bromo-4-chloro-3-oxo-1,3-dihydro-2H-pyrrolo[3,4-c]pyridine-2-carboxylate